(3-chloro-5-methanesulfonamidophenyl)-4-(3-methylpyridin-2-yl)thiophene-2-carboxamide hexyl-(S)-2-amino-3-t-butoxypropionate C(CCCCC)OC([C@H](COC(C)(C)C)N)=O.ClC=1C=C(C=C(C1)NS(=O)(=O)C)C1=C(SC=C1C1=NC=CC=C1C)C(=O)N